C(=O)C1=CC=C(C=C1)C1=C(C=C2N=C(C(=NC2=C1)C)C)C1=CC=C(C=C1)C=O 4-[7-(4-formylphenyl)-2,3-dimethylquinoxalin-6-yl]benzene-1-formaldehyde